C(C)OCC1C(C2=C3C4=C(N(C(N4C1)=O)C)C=NC3=CC(=C2C=2C=NC(=CC2)OCCCN2CCCCC2)F)=O 9-(ethoxymethyl)-6-fluoro-2-methyl-7-(6-(3-(piperidin-1-yl)propoxy)pyridin-3-yl)-9,10-dihydro-8-oxo-2,4,10a-triazanaphtho[2,1,8-cde]azulen-1(2H)-one